ClC=1C(=NC=CC1)N1N=C(C=C1C(=O)NC1=C(C=C(C=C1C(NC)=O)C#N)C)CN1N=NN=C1C(F)(F)F 1-(3-chloropyridin-2-yl)-N-[4-cyano-2-methyl-6-(methylcarbamoyl)phenyl]-3-{[5-(trifluoromethyl)-1H-tetrazol-1-yl]methyl}-1H-pyrazol-5-carboxamid